tert-butyl trans-3-amino-4-(4-(trifluoromethyl)benzyloxy)pyrrolidine-1-carboxylate N[C@@H]1CN(C[C@H]1OCC1=CC=C(C=C1)C(F)(F)F)C(=O)OC(C)(C)C